N-[[(2R,5S)-2-(4-bromophenyl)-3-oxo-1,4-thiazepan-5-yl]methyl]-3-phenyl-1H-pyrazole-5-carboxamide BrC1=CC=C(C=C1)[C@H]1SCC[C@H](NC1=O)CNC(=O)C1=CC(=NN1)C1=CC=CC=C1